5-[3-(3,5-dimethyl-phenyl)-1,2,4-oxadiazol-5-yl]-1-(propan-2-yl)-1H-1,2,3-benzotriazole CC=1C=C(C=C(C1)C)C1=NOC(=N1)C1=CC2=C(N(N=N2)C(C)C)C=C1